C(C)(C)C1=CN=C(C2=CN=CC=C12)C(=O)[O-] 4-isopropyl-2,7-naphthyridine-1-carboxylate